FC(OC=1C=C(C=CC1)C=1C2=C(N(N1)C(C)C)CC(CO2)C(=O)NC2(CS(C2)(=O)=O)C)F 3-(3-(difluoromethoxy)phenyl)-1-isopropyl-N-(3-methyl-1,1-dioxidothietan-3-yl)-1,5,6,7-tetrahydropyrano[3,2-c]pyrazole-6-carboxamide